6-chloro-2,3-dihydrobenzo[b]1,4-dioxine-6-carboxamide ClC1(CC2=C(OCCO2)C=C1)C(=O)N